C(C)(C)(C)OC(CN1CCN(CC1)C1=C(C=C(C=C1)NC1C(NC(CC1)=O)=O)F)=O.CS(=O)(=O)C1=CC=C(CN2C[C@H](CC2)C2=NN=C(O2)C=2C=NC=CC2)C=C1 3-(5-{(3S)-1-[4-(methylsulfonyl)benzyl]-3-pyrrolidinyl}-1,3,4-oxadiazol-2-yl)pyridine tert-butyl-2-[4-[4-[(2,6-dioxo-3-piperidyl)amino]-2-fluoro-phenyl]piperazin-1-yl]acetate